CS(=O)(=O)C1=C(C=CC=C1)C Methyl-tolylsulfon